N,2,3,5-tetramethylpyridine CN1C(C(=CC(=C1)C)C)C